Methyl (2R,4R)-4-hydroxy-1-[2-[[(E)-3-[4-(trifluoromethyl)phenyl]prop-2-enoyl]amino]acetyl]pyrrolidine-2-carboxylate O[C@@H]1C[C@@H](N(C1)C(CNC(\C=C\C1=CC=C(C=C1)C(F)(F)F)=O)=O)C(=O)OC